(2R,3S,4S,5S,6R)-2-[[tert-butyl(diphenyl)silyl]oxymethyl]-6-(4-methoxyphenoxy)tetrahydropyran-3,4,5-triol [Si](C1=CC=CC=C1)(C1=CC=CC=C1)(C(C)(C)C)OC[C@H]1O[C@@H]([C@H]([C@H]([C@@H]1O)O)O)OC1=CC=C(C=C1)OC